2-(3-fluoro-1-{[p-(trifluoromethyl)phenyl]methyl}-1H-pyrazol-4-yl)-4,4,5,5-tetramethyl-1,3,2-dioxaborolane FC1=NN(C=C1B1OC(C(O1)(C)C)(C)C)CC1=CC=C(C=C1)C(F)(F)F